4,4'-thiobis[5-n-butoxy-3-bromo-2(5H)furanone] S(C1=C(C(OC1OCCCC)=O)Br)C1=C(C(OC1OCCCC)=O)Br